manganese-silicon-aluminum-chromium [Cr].[Al].[Si].[Mn]